1-(1-acetylpyrrolidin-3-yl)-4-chloro-N-(3-fluoro-5-(phenylethynyl)pyridin-2-yl)-1H-pyrazole-5-carboxamide C(C)(=O)N1CC(CC1)N1N=CC(=C1C(=O)NC1=NC=C(C=C1F)C#CC1=CC=CC=C1)Cl